2-[[5-(4-chlorophenyl)-3-methyl-triazol-4-yl]methyl]-5-[rac-(2R,6S)-2,6-dimethylmorpholin-4-yl]pyridazin-3-one ClC1=CC=C(C=C1)C1=C(N(N=N1)C)CN1N=CC(=CC1=O)N1C[C@H](O[C@H](C1)C)C |r|